C(C1=CC=CC=C1)(=O)C1=C(C=C(OCCOC(C=C)=O)C=C1)O 2-(4-Benzoyl-3-hydroxyphenoxy)ethylacrylat